benzyl-6-{[2-(1-methyl-1H-pyrazol-4-yl)[1,2,4]triazolo[1,5-c]quinazolin-5-yl]amino}-5-oxo-1,4-diazepane C(C1=CC=CC=C1)N1CCNC(C(C1)NC1=NC=2C=CC=CC2C=2N1N=C(N2)C=2C=NN(C2)C)=O